3-(3-((1R,2R*)-1-amino-2-fluoro-2,3-dihydro-1H-inden-5-yl)-5-(1H-pyrazol-1-yl)-3H-imidazo[4,5-b]pyridin-2-yl)pyridin-2-amine N[C@H]1[C@@H](CC2=CC(=CC=C12)N1C(=NC=2C1=NC(=CC2)N2N=CC=C2)C=2C(=NC=CC2)N)F |o1:2|